ClC1=CC(=C(C=C1)C1=C2C(=C(N=N1)NC1C(COCC1)(C)C)C=NC=C2)OC 1-(4-chloro-2-methoxyphenyl)-N-(3,3-dimethyltetrahydro-2H-pyran-4-yl)pyrido[3,4-d]pyridazin-4-amine